divinyl octanedioate C(CCCCCCC(=O)OC=C)(=O)OC=C